1-(6-chloropyridin-2-yl)-3-(isoquinolin-4-yl)-2-oxoimidazolidine-4-carbonitrile ClC1=CC=CC(=N1)N1C(N(C(C1)C#N)C1=CN=CC2=CC=CC=C12)=O